4-{[(6-Chloropyridin-3-yl)methyl](2-chloro-6-fluorobenzyl)amino}furan ClC1=CC=C(C=N1)CN(C=1C=COC1)CC1=C(C=CC=C1F)Cl